methyl 3-amino-4-(5-bromo-2-nitrophenyl)but-2-enoate NC(=CC(=O)OC)CC1=C(C=CC(=C1)Br)[N+](=O)[O-]